1-methyl-3-octylbenzene CC1=CC(=CC=C1)CCCCCCCC